3-chloro-N-((1R,5S,6s)-3-(5-(3-cyano-6-methoxypyrazolo[1,5-a]pyridin-4-yl)pyridin-2-yl)-3-azabicyclo[3.1.0]hexane-6-yl)picolinamide ClC=1C(=NC=CC1)C(=O)NC1[C@@H]2CN(C[C@H]12)C1=NC=C(C=C1)C=1C=2N(C=C(C1)OC)N=CC2C#N